O.NC(=O)NCC(=O)O ((AMINOCARBONYL)AMINO)ACETIC ACID HYDRATE